(±)-3-(((tert-butyldimethylsilyl)oxy)methyl)-4-(2-fluoro-6-(methoxycarbonyl)pyridin-3-yl)piperazine [Si](C)(C)(C(C)(C)C)OC[C@H]1CNCCN1C=1C(=NC(=CC1)C(=O)OC)F |r|